CC(C(C(=O)O)(C)N=NC(C(=O)O)(C)C)C.CC(C(C(=O)O)(C)N=NC(C(=O)O)(C)C)C dimethyl-2,2'-azobis(2-methylpropionic acid) (dimethyl 2,2'-azobis(2-methylpropionate))